N1=NN=CC=CC=CC=CC=CC=CC=CC=CC=CC=C(C=CC=CC=CC=C1)C#N triazacyclotriacontine-22-carbonitrile